methyl 2-(cyclopropylmethyl)-2H-1,2,3-triazole-4-carboxylate C1(CC1)CN1N=CC(=N1)C(=O)OC